5-[[2-[(2R,5S)-2-(1,3-benzothiazol-5-yl)-5-methyl-1-piperidyl]-2-oxo-acetyl]amino]pyridine-3-carboxamide S1C=NC2=C1C=CC(=C2)[C@@H]2N(C[C@H](CC2)C)C(C(=O)NC=2C=C(C=NC2)C(=O)N)=O